N-[(1R)-1-(3-{1,1-difluoro-2-methyl-2-[(triethylsilyl)oxy]propyl}-2-fluorophenyl)ethyl]-2-methyl-6-(4-methylpiperazin-1-yl)pyrido[2,3-d]pyrimidin-4-amine FC(C(C)(O[Si](CC)(CC)CC)C)(F)C=1C(=C(C=CC1)[C@@H](C)NC=1C2=C(N=C(N1)C)N=CC(=C2)N2CCN(CC2)C)F